(S)-6-(4-chlorophenyl)-N-(1-(3,4-difluorophenyl)cyclopropyl)-2-(1-methyl-1H-pyrazol-4-yl)pyrimidine-4-carboxamide ClC1=CC=C(C=C1)C1=CC(=NC(=N1)C=1C=NN(C1)C)C(=O)NC1(CC1)C1=CC(=C(C=C1)F)F